(3-((3-(4,4,5,5-tetramethyl-1,3,2-dioxaborolan-2-yl)pyridin-2-yl)oxy)azetidin-1-yl)ethan-1-one CC1(OB(OC1(C)C)C=1C(=NC=CC1)OC1CN(C1)C(C)=O)C